trans-dihydroxyepoxybenzo(a)pyrene OC1=CC=2C=C3C(=C4C=CC=5C6=C(C(=C1C5C42)O)O6)C=CC=C3